CN(CCNC(OC(CCCOC(CCCCCCCCCCCCCCC)=O)CCCOC(CCCCCCCCCCCCCCC)=O)=O)CCN(C)C 10,13-dimethyl-6-oxo-4-{3-[(1-oxohexadecyl) oxy] propyl}-5-oxa-7,10,13-triazatetradec-1-ylhexadecanoate